C1(CC1)C1=C(C(=NN1)C(=O)Cl)SCC 5-cyclopropyl-4-(ethylthio)-1H-pyrazole-3-carbonyl chloride